glycyl-amine dipotassium [K].[K].NCC(=O)N